2-formylhydrazinium copper [Cu+2].C(=O)N[NH3+]